1-cyclopropyl-6-fluoro-7-(4-(benzo[d][1,3]dioxol-4-ylmethyl)-piperazin-1-yl)-4-oxo-1,4-dihydroquinoline-3-carboxylic acid C1(CC1)N1C=C(C(C2=CC(=C(C=C12)N1CCN(CC1)CC1=CC=CC=2OCOC21)F)=O)C(=O)O